[N+](=O)([O-])C1=CC=C(CC2(CC2)C(=O)OCC)C=C1 ethyl 1-(4-nitrobenzyl)cyclopropane-1-carboxylate